C1(CCCC2=CC=CC=C12)CC#N 2-(1,2,3,4-tetrahydronaphthalen-1-yl)acetonitrile